3-[[(2R)-2-(hydroxycarbamoyl)pyrrolidin-1-yl]methyl]benzoic acid ONC(=O)[C@@H]1N(CCC1)CC=1C=C(C(=O)O)C=CC1